C1(CCCCC1)P(C1=C(C2=CC=CC=C2C=C1)C1=C(C=CC2=CC=CC=C12)P(C1CCCCC1)C1CCCCC1)C1CCCCC1 2,2'-bis(dicyclohexylphosphino)-1,1'-binaphthyl